ClC1=C(N=NC(=C1)Cl)C 4,6-dichloro-3-methyl-pyridazine